methylpiperidin-4-amine hydrochloride Cl.CN1CCC(CC1)N